(7R)-7-(trifluoromethyl)-4-azaspiro[2.5]octan-7-ol hydrochloride Cl.FC([C@]1(CCNC2(CC2)C1)O)(F)F